4-(5,6,7,8-tetrahydronaphthalen-2-yl)-1H-1,2,3-triazole-5-carboxylic acid C1=C(C=CC=2CCCCC12)C=1N=NNC1C(=O)O